1-cyclobutyl-1H-pyrazolo[3,4-d]pyrimidine-6-carboxylic acid C1(CCC1)N1N=CC=2C1=NC(=NC2)C(=O)O